(2S)-2-[1-(Cyclopropancarbonyl)-1,2,3,4-tetrahydrochinolin-6-yl]-N-(5-fluoropyridin-2-yl)propanamid C1(CC1)C(=O)N1CCCC2=CC(=CC=C12)[C@@H](C(=O)NC1=NC=C(C=C1)F)C